2-(3,4-dihydro-2H-pyran-5-yl)-4,4,5,5-tetramethyl-1,3,2-dioxaborolane O1CCCC(=C1)B1OC(C(O1)(C)C)(C)C